C(#N)C1(CC(C1)C1=C(N(C2=C(C=C(C=C12)F)F)C(=O)OC(C)(C)C)C1=CC=C(C=C1)F)C tert-butyl 3-(3-cyano-3-methyl-cyclobutyl)-5,7-difluoro-2-(4-fluorophenyl)indole-1-carboxylate